tert-Butyl 3-(4-(7-fluoroquinolin-4-yl)piperazine-1-carbonyl)pyrrolidine-1-carboxylate FC1=CC=C2C(=CC=NC2=C1)N1CCN(CC1)C(=O)C1CN(CC1)C(=O)OC(C)(C)C